5'-(5,5-dimethyl-1,3,2-dioxaborinan-2-yl)-4'-methyl-1'H-spiro[cyclobutane-1,3'-indol]-2'-one CC1(COB(OC1)C=1C(=C2C3(C(NC2=CC1)=O)CCC3)C)C